C(#N)[C@H](C[C@@H]1C(NCC1)=O)NC(=O)[C@H]1N([C@H]2CC([C@@H]1CC2)(F)F)C([C@H](CC2CCC2)NC(C(F)(F)F)=O)=O (1R,3S,4R)-N-[(1S)-1-cyano-2-[(3R)-2-oxopyrrolidin-3-yl]ethyl]-2-[(2S)-3-cyclobutyl-2-[(2,2,2-trifluoroacetyl)amino]propanoyl]-5,5-difluoro-2-azabicyclo[2.2.2]octane-3-carboxamide